Cl.N1CC(C1)OC(N)=O carbamic acid azetidin-3-yl ester hydrochloride